(R)-1-(4-chloro-3-(4-(thiophen-3-ylmethoxy)benzyl)phenyl)-2,3-dihydroxypropan-1-one ClC1=C(C=C(C=C1)C([C@@H](CO)O)=O)CC1=CC=C(C=C1)OCC1=CSC=C1